C(C1=CC=C(C(=O)OC2C3(CCC(C2)C3(C)C)C)C=C1)(=O)OC1C3(CCC(C1)C3(C)C)C Dibornyl terephthalate